3-({[(4S)-7-phenoxy-3,4-dihydro-2H-1-benzopyran-4-yl]methyl}amino)pyridine-4-carboxylic acid methyl ester COC(=O)C1=C(C=NC=C1)NC[C@H]1CCOC2=C1C=CC(=C2)OC2=CC=CC=C2